2-(1-tert-butoxycarbonyl-4-piperidyl)-3-(2,3-dichlorophenyl)propanoic acid C(C)(C)(C)OC(=O)N1CCC(CC1)C(C(=O)O)CC1=C(C(=CC=C1)Cl)Cl